(3R)-3-[4-[(2S)-1-(3,4-difluorobenzoyl)pyrrolidin-2-yl]triazol-1-yl]-4-(1H-indol-3-yl)butanehydroxamic acid FC=1C=C(C(=O)N2[C@@H](CCC2)C=2N=NN(C2)[C@@H](CC(=O)NO)CC2=CNC3=CC=CC=C23)C=CC1F